N-valeryl-L-valine methyl ester COC([C@@H](NC(CCCC)=O)C(C)C)=O